OC(CN(C(C1=CC=C(C=C1)C(C)(C)C)=O)CC(C)O)C N,N-di(beta-hydroxypropyl)p-tert-butyl-benzamide